C(C)N1C=NC(=C1C1=CC=C(C=C1)F)C1=CC=C(C=C1)F 1-ethyl-4,5-bis(4-fluorophenyl)-1H-imidazole